2'-((2-methylbutan-1,4-diyl)bis(oxy))bis(5-fluoro-1-iodo-3-methylbenzene) CC(COC1=C(C=C(C=C1C)F)I)CCOC1=C(C=C(C=C1C)F)I